C(C1=CC=CC=C1)N1C2=NC=NC(=C2N=C1C1=C(C=C(OCCN2C[C@@H](NCC2)CC#N)C=C1)Cl)OC1(CC1)C (S)-2-(4-(2-(4-(9-benzyl-6-(1-methylcyclopropoxy)-9H-purin-8-yl)-3-chlorophenoxy)ethyl)piperazin-2-yl)acetonitrile